copper-titanium-iron-nickel-niobium [Nb].[Ni].[Fe].[Ti].[Cu]